C(C)O[Si](CCCNCCOCCOCCOCCOCCCC)(OCC)OCC N-(3-(triethoxysilyl)propyl)-3,6,9,12-tetraoxahexadecan-1-amine